NC1=CC(=NC=C1N)C=1C=C(CC2=NNC(C3=CC=CC=C23)=O)C=CC1F 4-(3-(4,5-diaminopyridin-2-yl)-4-fluorobenzyl)phthalazin-1(2H)-one